7-hydroxy-4-methyl-3,4-dihydroisoquinoline-2(1H)-carboxylic acid tert-butyl ester C(C)(C)(C)OC(=O)N1CC2=CC(=CC=C2C(C1)C)O